CC1=C(C(=O)O)C=C(C(=C1)C)NS(=O)(=O)CC1=CC=CC=C1 2,4-dimethyl-5-((phenylmethyl)sulfonamido)benzoic acid